FC1(C(C12CCN(CC2)C(=O)OC(C)(C)C)COC2=NOC(=N2)C2=CC=CC=C2)F tert-Butyl 1,1-difluoro-2-{[(5-phenyl-1,2,4-oxadiazol-3-yl)oxy]methyl}-6-azaspiro[2.5]octane-6-carboxylate